N1=C(C=CC=C1)CCSCC1SCC(SC1)CSCCC1=NC=CC=C1 2-[2-[[5-[2-(2-pyridyl)-ethylthiomethyl]-1,4-dithian-2-yl]methylthio]ethyl]pyridine